FC=1C=C(CN2C3=C(C(=C(CC2=O)C(=O)NC)O)C=C(C=C3)OC)C=CC1C 1-(3-fluoro-4-methylbenzyl)-5-hydroxy-7-methoxy-N-methyl-2-oxo-2,3-dihydro-1H-benzo[b]azepine-4-carboxamide